C(C)(C)(C)OC(=O)N1C(CC(CC1)=O)C(C(=O)OCC)=O (2-ethoxy-2-oxo-acetyl)-4-oxo-piperidine-1-carboxylic acid tert-butyl ester